OC[C@@H](O)COP(=O)(O)OCC[N+](C)(C)C trans-sn-glycero-3-phosphorylcholine